Ethyl 4-((3-methoxy-4-fluorophenyl) amino)-6-acetylamino-1H-indole-2-carboxylate COC=1C=C(C=CC1F)NC1=C2C=C(NC2=CC(=C1)NC(C)=O)C(=O)OCC